4-amino-N-(1-(3,4-dichlorophenyl)-4-methyl-4,5-dihydro-1H-pyrazol-3-yl)butanamide hydrochloride Cl.NCCCC(=O)NC1=NN(CC1C)C1=CC(=C(C=C1)Cl)Cl